[Si](C)(C)(C(C)(C)C)OCC1CCN(CC1)C1=CC(=C(C(=O)OC)C=C1Cl)C=O methyl 4-(4-(((tert-butyldimethylsilyl) oxy) methyl) piperidin-1-yl)-5-chloro-2-formylbenzoate